7-nonyl-benzo[c]acridine C(CCCCCCCC)C1=C2C=CC=CC2=NC=2C3=C(C=CC12)C=CC=C3